sodium bromine 1-(2,3,8,8-tetramethyl-1,3,4,5,6,7-hexahydronaphthalen-2-yl)ethanone CC1(CC=2C(CCCC2CC1C)(C)C)C(C)=O.[Br].[Na]